(1s,3s)-N1-(3-fluoro-5-nitropyridin-2-yl)-N3-(7-fluoro-[1,2,4]triazolo[1,5-a]pyridin-2-yl)cyclopentane-1,3-diamine FC=1C(=NC=C(C1)[N+](=O)[O-])N[C@@H]1C[C@H](CC1)NC1=NN2C(C=C(C=C2)F)=N1